NC1C(=C(C=CC1)CN1CCOCC1)O 2-amino-6-morpholinomethyl-3H-phenol